C(C)NC1=NC(=NC(=N1)S)S 6-(ethylamino)-1,3,5-triazine-2,4-dithiol